dihexadecyl-rac-glycerol C(CCCCCCCCCCCCCCC)C(C(C(O)CCCCCCCCCCCCCCCC)O)O